C(C)OC(C(C)(C1=CC(=CC=C1)OCC1=C(C=CC=C1)CN1C(=NC2=C1C=CC=C2)C2=CC=C(C=C2)OC(F)(F)F)C)=O 2-Methyl-2-(3-((2-((2-(4-(trifluoromethoxy)phenyl)-1H-benzo[d]imidazol-1-yl)methyl)benzyl)oxy)phenyl)propanoic acid ethyl ester